F[P-](F)(F)(F)(F)F.C(CC)C=1[N+](=C(NC1)C)C n-propyl-2,3-dimethylimidazolium hexafluorophosphate